2-methyl-6-allyl-1,4-phenylene ether CC1=C2C(=CC(=C1)O2)CC=C